2-{[(2S)-1,4-dioxan-2-yl]methyl}-N-[(6-methylpyridazin-3-yl)methyl]-8-(trifluoromethyl)-2H-furo[2,3-g]indazole-7-carboxamide O1[C@H](COCC1)CN1N=C2C3=C(C=CC2=C1)OC(=C3C(F)(F)F)C(=O)NCC=3N=NC(=CC3)C